4-(2-fluorophenoxy)-2-(3-(((methylamino)methyl)piperidin-1-yl)-3-(trifluoromethyl)phenyl)-6-(pyridazin-4-yl)pyrazine-2-carboxamide FC1=C(ON2CC(NC(=C2)C2=CN=NC=C2)(C(=O)N)C=2CC(C=CC2)(C(F)(F)F)N2C(CCCC2)CNC)C=CC=C1